(S)-β-ketopentanoate O=C(CC(=O)[O-])CC